beta-amino-propyltripropoxysilane NC(C[Si](OCCC)(OCCC)OCCC)C